6-(4-((tert-butyldimethylsilyl)oxy)-6-methoxybenzofuran-2-yl)-2-methoxyimidazo[2,1-b]thiazole [Si](C)(C)(C(C)(C)C)OC1=CC(=CC2=C1C=C(O2)C=2N=C1SC(=CN1C2)OC)OC